C12OCCCN(C2C1)C=1C2=C(N=C(N1)OCC1(CC1)CO)C(=C(N=C2)C2=CC(=CC1=CC=C(C(=C21)CC)F)OCOC)F (1-(((4-(2-oxa-6-azabicyclo[5.1.0]octan-6-yl)-7-(8-ethyl-7-fluoro-3-(methoxymethoxy)naphthalen-1-yl)-8-fluoropyrido[4,3-d]pyrimidin-2-yl)oxy)methyl)cyclopropyl)methanol